C(C1=CC(O)=C(O)C(O)=C1)(=O)OCCCCCCCCCCCCC n-tridecyl gallate